ClC1=CC=C(C=C1)NC1=NC=NC(=C1)C=1C=NN(C1)CC1=CC(=C(C=C1)OC)F (p-chlorophenyl)-6-{1-[(3-fluoro-4-methoxyphenyl)methyl]-1H-pyrazol-4-yl}-4-pyrimidinylamine